ClC1=C(CNC(=O)[C@]2(C=3C=CC=NC3C(CC2)=C)F)C=CC(=C1)Cl (S)-N-(2,4-dichloro-benzyl)-5-fluoro-8-methylene-5,6,7,8-tetrahydro-quinoline-5-carboxamide